COC1=NC=CC2=CC(=CC=C12)C=1OC(=C(N1)N1C=CC=2C=CC=NC2C1=O)C1=CC=C(C=C1)C(F)(F)F 7-(2-(1-methoxyisoquinolin-6-yl)-5-(4-(trifluoromethyl)phenyl)oxazol-4-yl)-1,7-naphthyridin-8(7H)-one